(S)-1-(4-(8-(2-Fluoro-6-hydroxyphenyl)-9-isopropyl-9H-purin-6-yl)-3-methylpiperazin-1-yl)prop-2-en-1-one FC1=C(C(=CC=C1)O)C=1N(C2=NC=NC(=C2N1)N1[C@H](CN(CC1)C(C=C)=O)C)C(C)C